4,4-difluorocyclohexanemethanol FC1(CCC(CC1)CO)F